2,2-difluoroethyl 2-hydroxyethylcarbamate OCCNC(OCC(F)F)=O